C(C)N(C=1C=CC=2C3(C4=CC=C(C=C4OC2C1)N(CC)CC)N(C(C1=CC=CC=C13)=O)C1=CC=C(C=C1)[N+](=O)[O-])CC 3',6'-bis(diethylamino)-2-(4-nitrophenyl)spiro[isoindol-1,9'-xanthene]-3-one